(E)-4-methyl-N'-(1-(7-(trifluoromethoxy)-10H-phenoxazin-2-yl)ethylidene)benzenesulfonohydrazide CC1=CC=C(C=C1)S(=O)(=O)N/N=C(\C)/C1=CC=2NC3=CC=C(C=C3OC2C=C1)OC(F)(F)F